penta-2,4-dieneamide C(C=CC=C)(=O)N